Cl.Cl.NC1(CCC1)C1=CC=C(C=C1)C1=NC=2C=CN3C(C2C=C1C1=CC=CC=C1)=NNC3=O 8-[4-(1-aminocyclobutyl)phenyl]-9-phenyl-1,2,4-triazolo[3,4-f][1,6]naphthyridin-3(2H)-one, dihydrochloride